7-(4-bromophenyl)-2,7-diazaspiro[4.4]nonane-2-carboxylic acid tert-butyl ester C(C)(C)(C)OC(=O)N1CC2(CC1)CN(CC2)C2=CC=C(C=C2)Br